N[C@@H]1C=2N=CSC2CC12CCN(CC2)C=2N=CC(=NC2CO)SC=2C(=C1C(N(C=NC1=CC2)CCOC)=O)Cl (S)-6-((5-(4-amino-4,6-dihydrospiro[cyclopenta[d]thiazole-5,4'-piperidin]-1'-yl)-6-(hydroxymethyl)pyrazin-2-yl)thio)-5-chloro-3-(2-methoxyethyl)quinazolin-4(3H)-one